methyl 3-(4-(3,5-difluoro-2-(trifluoromethyl)phenyl) piperidine-1-carbonyl)-6,7-dihydro-1H-pyrazolo[4,3-c]pyridine-5(4H)-carboxylate FC=1C(=C(C=C(C1)F)C1CCN(CC1)C(=O)C1=NNC2=C1CN(CC2)C(=O)OC)C(F)(F)F